Tert-butyl ((3R)-1-(5-((Z)-4,4,4-trifluoro-1-(3-fluoro-1-(tetrahydro-2H-pyran-2-yl)-1H-indazol-5-yl)-2-phenylbut-1-en-1-yl)pyridin-2-yl)pyrrolidin-3-yl)carbamate FC(C/C(=C(\C=1C=C2C(=NN(C2=CC1)C1OCCCC1)F)/C=1C=CC(=NC1)N1C[C@@H](CC1)NC(OC(C)(C)C)=O)/C1=CC=CC=C1)(F)F